N1(C=NC=C1)C(=O)OC1CCCC2=CC=CC=C12 1-(1-Imidazolylcarbonyloxy)-1,2,3,4-tetrahydronaphthalene